3-(5H-Imidazo[5,1-a]isoindol-5-yl)tetrahydrofuran-3-ol C=1N=CN2C1C1=CC=CC=C1C2C2(COCC2)O